C(C)[C@@]1([C@](C(=C(C=C1)C)CC)(C=1CCN(CC1)C1CCOCC1)C1(NC(=NC=C1)N)NC1=C(C=CC=C1)S(=O)(=O)C(C)C)OC(C)C 4-((trans)-2,6-diethyl-1-(tetrahydro-2H-pyran-4-yl-1,2,3,6-tetrahydropyridin-4-yl)-2-isopropoxy-5-methylphenyl)-N4-(2-(isopropylsulfonyl)phenyl)pyrimidine-2,4-diamine